2,6-dichloro-9-((3ar,4r,6as)-2,2-dimethyltetrahydrothieno[3,4-d][1,3]dioxol-4-yl)-9H-purine ClC1=NC(=C2N=CN(C2=N1)[C@@H]1SC[C@H]2OC(O[C@H]21)(C)C)Cl